2-(4-(methoxymethyl)bicyclo[2.2.1]heptan-1-yl)acetaldehyde COCC12CCC(CC1)(C2)CC=O